5-(2,3-dihydrobenzo[b]thiophen-6-yl)-1-methyl-3-(pyrrolidin-1-ylmethyl)-1H-1,2,4-triazole S1C2=C(CC1)C=CC(=C2)C2=NC(=NN2C)CN2CCCC2